5-(acetyleneoxy)isobenzofuran-1,3-dione C(#C)OC=1C=C2C(OC(C2=CC1)=O)=O